3-((2,3-dihydro-1H-inden-4-yl)oxy)-2,2-dimethyl-N-(1-methylpiperidin-4-yl)propanamide C1CCC2=C(C=CC=C12)OCC(C(=O)NC1CCN(CC1)C)(C)C